S1C(=CC2=C1C=CC=C2)CC(=O)O[C@H]2[C@H](N(C[C@@H]2OC(=O)OC(C)(C)C)C(=O)OC(C)(C)C)CC2=CC=C(C=C2)OC tert-butyl (2R,3S,4S)-3-{[2-(1-benzothiophen-2-yl)acetyl]oxy}-4-[(tert-butoxycarbonyl)oxy]-2-[(4-methoxyphenyl)methyl]pyrrolidine-1-carboxylate